3-methyl-6-[(1S,4S)-5-methyl-2,5-diazabicyclo[2.2.1]heptan-2-yl]-N-[2-(3-methylpyridin-2-yl)-[1,3]thiazolo[5,4-c]pyridin-6-yl]pyridin-2-amine CC=1C(=NC(=CC1)N1[C@@H]2CN([C@H](C1)C2)C)NC2=CC1=C(C=N2)SC(=N1)C1=NC=CC=C1C